CC1=NN=C2N1C=CC(=C2)CCC(=O)O 3-(3-methyl-[1,2,4]triazolo[4,3-a]pyridin-7-yl)propanoic acid